FC([C@@H]1CC2=C(N(N=C2C(=O)N2C[C@H]([C@H](CC2)O)F)CC(=O)N2CCN(CC2)C2=C(C(=CC=C2)C)C)C1)F |&1:2| 2-[rac-5-(Difluoromethyl)-3-[(3R,4S)-3-fluoro-4-hydroxypiperidin-1-carbonyl]-5,6-dihydro-4H-cyclopenta[c]pyrazol-1-yl]-1-[4-(2,3-dimethylphenyl)piperazin-1-yl]ethanon